{5-bromo-[1,3]thiazolo[5,4-b]pyridin-7-yl}methanol BrC1=CC(=C2C(=N1)SC=N2)CO